O1C(CCCC1)OC=1C=C(C=CC1)CN (3-((tetrahydro-2H-pyran-2-yl)oxy)phenyl)methylamine